CC1=C(C=NC(=C1)C(F)(F)F)CNC(=O)C=1SC(=CC1)S(=O)(=O)C N-((4-methyl-6-(trifluoromethyl)pyridin-3-yl)methyl)-5-(methylsulfonyl)thiophene-2-carboxamide